7-methyl-7-ethyl-2,5-norbornadiene CC1(C2C=CC1C=C2)CC